O(S(=O)(=O)C(F)(F)F)C1=C(C=CC(=C1F)OC(F)(F)F)C1=C(C=C(C=C1)C1=CCC(CC1)CCC)F 3,2'-difluoro-4'-(4-propyl-cyclohex-1-enyl)-4-trifluoromethoxy-biphenyl-2-yl triflate